3-(2,6-bis(benzyloxy)pyridin-3-yl)-1-methyl-1H-indol-6-yl trifluoromethanesulfonate FC(S(=O)(=O)OC1=CC=C2C(=CN(C2=C1)C)C=1C(=NC(=CC1)OCC1=CC=CC=C1)OCC1=CC=CC=C1)(F)F